FC=1C=C(C=CC1)CC(=O)O 2-(3-fluoro-phenyl)acetic acid